2-amino-N-((3S)-2,3-dihydro-1-benzofuran-3-yl)-3-methyl-N-((5-(trifluoromethyl)-2-pyridinyl)methyl)-6-quinolinecarboxamide NC1=NC2=CC=C(C=C2C=C1C)C(=O)N(CC1=NC=C(C=C1)C(F)(F)F)[C@@H]1COC2=C1C=CC=C2